C(C=C)(=O)N1C[C@@H](N(CC1)C=1C2=C(N(CN1)C=1C(=NC=CC1SC)C(C)C)N=C(C(=C2)Cl)C2=C(C(=C(C=C2N)F)F)F)C 4-((S)-4-Acryloyl-2-methylpiperazin-1-yl)-7-(6-amino-2,3,4-trifluorophenyl)-6-chloro-1-(2-isopropyl-4-(methylthio)pyridin-3-yl)pyrido[2,3-d]pyrimidin